FC1=C(C=CC(=C1)F)S(=O)(=O)CC(=O)N1CC2=CC=CC=C2C1 2-[(2,4-difluorophenyl)sulfonyl]-1-(1,3-dihydro-2H-isoindol-2-yl)ethanone